5-methyl-6-(2-(methyl-d3)-6,7-dihydrothiazolo[5,4-c]pyridin-5(4H)-yl)nicotinonitrile CC=1C(=NC=C(C#N)C1)N1CC2=C(CC1)N=C(S2)C([2H])([2H])[2H]